C(CCC(C)(C)C)(=O)OOC(CC(C)(C)C)(C)C 1,1,3,3-tetramethylbutyl 1-peroxyneoheptanoate